FC1=C(C(=O)OC)C=C(C(=C1F)NC(C(=O)OC)C)[N+](=O)[O-] methyl 2,3-difluoro-4-((1-methoxy-1-oxopropan-2-yl)amino)-5-nitrobenzoate